1-[3-methyl-1-(quinolin-7-yl)-1H-1,2,4-triazol-5-yl]methanamine CC1=NN(C(=N1)CN)C1=CC=C2C=CC=NC2=C1